CC=1N=C(OC1C(=O)N)C1=CC(=NC=C1)C methyl-2-(2-methylpyridin-4-yl)oxazole-5-carboxamide